FC(C1(COCC1)NS(=O)C(C)(C)C)F N-(3-(difluoromethyl)tetrahydrofuran-3-yl)-2-methylpropan-2-sulfinamide